C[C@H]1[C@@H](C[C@H]([C@@H](O1)OCCCCCCCC[C@H](CC(=O)O)O)O)OC(=O)C2=CNC3=CC=CC=C32 The molecule is an omega-hydroxy fatty acid ascaroside that is bhos#18 in which the hydroxy group at position 4 of the ascarylopyranose moiety has been has been converted to the corresponding 1H-indole-3-carboxylate ester. It is a metabolite of the nematode Caenorhabditis elegans. It has a role as a Caenorhabditis elegans metabolite. It is a 3-hydroxy carboxylic acid, a 4-O-(1H-indol-3-ylcarbonyl)ascaroside, an omega-hydroxy fatty acid ascaroside and a monocarboxylic acid. It derives from a bhos#18 and a (3R)-3,11-dihydroxyundecanoic acid.